2-(4-methoxyphenylsulfanyl)pyridine COC1=CC=C(C=C1)SC1=NC=CC=C1